5-methyl-1,3-thiazole-4-carbaldehyde CC1=C(N=CS1)C=O